isothiocyanatobenzyliminodisuccinic acid N(=C=S)C(C(=O)O)(CC(=O)O)N(C(C(=O)O)CC(=O)O)CC1=CC=CC=C1